8-(2-chlorophenyl)-7-(6-chloropyridin-3-yl)-3-[[2-(trimethylsilyl)ethoxy]methyl]-1H-purine-2,6-dione ClC1=C(C=CC=C1)C1=NC=2N(C(NC(C2N1C=1C=NC(=CC1)Cl)=O)=O)COCC[Si](C)(C)C